N-octylphenyl-alpha-naphthylamine C(CCCCCCC)N(C1=CC=CC2=CC=CC=C12)C1=CC=CC=C1